BrC1=C(C=CC=C1)N1N=C2C=CC=CC2=C1 2-(2-bromophenyl)indazole